C(C1=CC=CC=C1)OC(NC1=C(C=C(C=C1)C=O)Cl)=O (2-CHLORO-4-FORMYL-PHENYL)-CARBAMIC ACID BENZYL ESTER